FC(CCC(=O)NCC1OC(OC1)OC)(C(C(C(C(C(C(C(F)(F)F)(F)F)(F)F)(F)F)(F)F)(F)F)(F)F)F 4,4,5,5,6,6,7,7,8,8,9,9,10,10,11,11,11-heptadecafluoro-N-((2-methoxy-1,3-dioxolan-4-yl)methyl)undecanamide